N1CCC(CCC1)C1=NNC(=C1)NCC=1SC(=CC1)Cl 3-(azepan-4-yl)-N-[(5-chlorothiophen-2-yl)methyl]-1H-pyrazol-5-amine